C(C)O[C@H]1C[C@]2(CC[C@@H](C1)N2CC2=C1C=CNC1=C(C=C2OC)C)C2=CC=C(C(=O)O)C=C2 4-((1R,3R,5S)-3-ethoxy-8-((5-methoxy-7-methyl-1H-indol-4-yl)methyl)-8-azabicyclo[3.2.1]oct-1-yl)benzoic acid